[2-Chloro-4-fluoro-5-(5-fluoro-7-morpholin-4-yl-quinazolin-4-yl)-phenyl]-(6-methoxy-pyridazin-3-yl)-methanol ClC1=C(C=C(C(=C1)F)C1=NC=NC2=CC(=CC(=C12)F)N1CCOCC1)C(O)C=1N=NC(=CC1)OC